5,5'-diisopropyl-3,3'-dimethyl-[2,2'-binaphthalene]-1,1'-diol C(C)(C)C=1C2=CC(=C(C(=C2C=CC1)O)C=1C(=C2C=CC=C(C2=CC1C)C(C)C)O)C